(S)-3-(((2-(6-chloro-3-methyl-1H-pyrazolo[4,3-c]pyridine-1-yl)-6-(3-methoxytetrahydrofuran-3-yl)pyridine-4-yl)oxy)methyl)thietane 1,1-dioxide ClC1=CC2=C(C=N1)C(=NN2C2=NC(=CC(=C2)OCC2CS(C2)(=O)=O)[C@@]2(COCC2)OC)C